N-(6-(5-chloro-6-fluoro-7-(3-hydroxycyclopent-1-en-1-yl)-1H-indazol-4-yl)imidazo[1,2-a]pyrazin-2-yl)-2-fluorocyclopropane-1-carboxamide ClC=1C(=C2C=NNC2=C(C1F)C1=CC(CC1)O)C=1N=CC=2N(C1)C=C(N2)NC(=O)C2C(C2)F